FC1(CN(CCC1)CC[C@@H](C(=O)O)NC)F (2S)-4-(3,3-difluoropiperidin-1-yl)-2-(methylamino)butanoic acid